FC(C1=CC(=NC=C1)N1C(C2(CC1)CCN(CC2)C2=CN=C1C(=N2)N(N=C1)CC(F)(F)F)=O)F 2-[4-(difluoromethyl)pyridin-2-yl]-8-[1-(2,2,2-trifluoroethyl)-1H-pyrazolo[3,4-b]pyrazin-6-yl]-2,8-diazaspiro[4.5]decan-1-one